N-phenyl-N'-o-tolyl-p-phenylenediamine CC1=CC=CC=C1NC2=CC=C(C=C2)NC3=CC=CC=C3